E-5,5-diethoxy-3-trifluoromethyl-pent-3-enoic acid ethyl ester C(C)OC(C/C(=C\C(OCC)OCC)/C(F)(F)F)=O